lithium triglyme bis(trifluoromethanesulfonyl)imide [N-](S(=O)(=O)C(F)(F)F)S(=O)(=O)C(F)(F)F.COCCOCCOCCOC.[Li+]